FC1(CCN(CC1)C=1C(=CC2=C(N=C(N=C2)C)N1)C(=O)N(C)C)F 7-(4,4-difluoropiperidin-1-yl)-N,N,2-trimethylpyrido[2,3-d]pyrimidine-6-carboxamide